(S)-1-(4,6-bis(trifluoromethyl)pyridin-2-yl)-5-(7-fluoro-3,4-dihydro-2H-benzo[b][1,4]oxazine-4-carbonyl)pyrrolidin-2-one FC(C1=CC(=NC(=C1)C(F)(F)F)N1C(CC[C@H]1C(=O)N1C2=C(OCC1)C=C(C=C2)F)=O)(F)F